(S)-t-butyl 3-((4-bromo-2-nitrophenyl)amino)pyrrolidine-1-carboxylate BrC1=CC(=C(C=C1)N[C@@H]1CN(CC1)C(=O)OC(C)(C)C)[N+](=O)[O-]